(+-)-2-(3-((2-cyclohexylphenoxy)methyl)pyrrolidin-1-yl)-6-methylpyrimidine-4-carboxylic acid C1(CCCCC1)C1=C(OC[C@H]2CN(CC2)C2=NC(=CC(=N2)C(=O)O)C)C=CC=C1 |r|